BrC1=C2C(=C3C=CC(=NC3=C1Cl)OCCO)COC2 2-[(4-Bromo-5-chloro-1,3-dihydrofuro[3,4-f]quinolin-7-yl)oxy]ethanol